(R)-N-(2-(4-Cyanothiazolidin-3-yl)-2-oxoethyl)-6-(1-methyl-1H-pyrazol-5-yl)quinoline-4-carboxamide C(#N)[C@H]1N(CSC1)C(CNC(=O)C1=CC=NC2=CC=C(C=C12)C1=CC=NN1C)=O